N1(CCCC1)CC1=CC=C(N)C=C1 4-(Pyrrolidin-1-ylmethyl)aniline